5-chloro-2-methoxy-benzenesulfonyl chloride ClC=1C=CC(=C(C1)S(=O)(=O)Cl)OC